ClC1=CNC2=CC(=C(C=C12)CC(=O)NC1=NC=CC(=C1)NCC=1N=C2N(C=C(C=C2)C2CC2)C1)F 2-(3-chloro-6-fluoro-1H-indol-5-yl)-N-(4-(((6-cyclopropylimidazo[1,2-a]pyridin-2-yl)methyl)amino)pyridin-2-yl)acetamide